N[C@@]1(CCOC2=C(C=CC=C12)Br)CO (R)-(4-amino-8-bromochroman-4-yl)methanol